3-AMINOPROPYL-TRIETHOXYSILANE NCCC[Si](OCC)(OCC)OCC